C(C)(C)(CC)OC tert-Amylmethylether